O[C@@H]1C([C@@H]2CC[C@]3([C@@]4(CC[C@]5(CCC(C[C@H]5C4=CC[C@@H]3[C@]2(CC1)C)(C)C)C(=O)O)C)C)(C)C (4aS,6aS,6bR,8aR,10S,12aR,12bR,14bS)-10-Hydroxy-2,2,6a,6b,9,9,12a-heptamethyl-1,3,4,5,6,6a,6b,7,8,8a,9,10,11,12,12a,12b,13,14b-octadecahydropicene-4a(2H)-carboxylic acid